(RS)-3-Fluoro-pyridine-2-carboxylic acid (4-pyrrolidin-3-yl-phenyl)-amide hydrochloride Cl.N1C[C@H](CC1)C1=CC=C(C=C1)NC(=O)C1=NC=CC=C1F |r|